(S)-5-((1-(3-(Hexahydropyrrolo[1,2-a]pyrazin-2(1H)-yl)phenyl)-1H-imidazol-4-yl)amino)pyrazine-2-carbonitrile C1[C@H]2N(CCN1C=1C=C(C=CC1)N1C=NC(=C1)NC=1N=CC(=NC1)C#N)CCC2